3-(2-amino-[1,2,4]triazolo[1,5-a]pyridin-7-yl)-6-chloro-N-(3-(2,3-difluorophenyl)-2,2-difluoro-3-hydroxypropyl)-2-fluorobenzamide NC1=NN2C(C=C(C=C2)C=2C(=C(C(=O)NCC(C(O)C3=C(C(=CC=C3)F)F)(F)F)C(=CC2)Cl)F)=N1